C(C)N(C(OC(C)(C)C)=O)[C@H]1CN(CC1)C=1C2=CN(N=C2C(=CC1)C(NC=1C=C(C=2N(C1)C=C(N2)C)F)=O)CCOC tert-butyl N-ethyl-N-[(3R)-1-[7-({8-fluoro-2-methylimidazo[1,2-a]pyridin-6-yl} carbamoyl)-2-(2-methoxy ethyl)indazol-4-yl]pyrrolidin-3-yl]carbamate